NCC1=CC=C(C=C1)CN(C1=CC(=NN1C(=O)C1=COC=C1C)C1C(N(C1)C(=O)N(C)C)C(F)(F)F)C 3-[5-({[4-(aminomethyl)phenyl]methyl}(methyl)amino)-1-(4-methylfuran-3-carbonyl)-1H-pyrazol-3-yl]-N,N-dimethyl-2-(trifluoromethyl)azetidine-1-carboxamide